2-(5-chloro-1H-indol-3-yl)acetylchloride ClC=1C=C2C(=CNC2=CC1)CC(=O)Cl